C(C1=CC=CC=C1)OC(=O)NCCC#CC1=CC=C(C=C1)C1CCC(CC1)CCC(=O)OC methyl 3-(4-(4-(4-(((benzyloxy)carbonyl)amino)but-1-yn-1-yl)phenyl)cyclohexyl)propanoate